COCC1=CC=C(C=C1)C=1C=C2CCCNC2=CC1 6-(4-(methoxymethyl)phenyl)-1,2,3,4-tetrahydroquinoline